C(C)(=O)NC1=CC=C(N=N1)CCCCC1=NN=C(S1)C(=O)NCC1=C(C=CC(=C1)OC(F)(F)F)F 5-(4-(6-acetamidopyridazin-3-yl)butyl)-N-(2-fluoro-5-(trifluoromethoxy)benzyl)-1,3,4-thiadiazole-2-carboxamide